FC1=CC=C(C=C1)C1=NN=C(O1)C1CCN(CC1)C(CC1=NON=C1C)=O 1-(4-(5-(4-fluorophenyl)-1,3,4-oxadiazol-2-yl)piperidin-1-yl)-2-(4-methyl-1,2,5-oxadiazol-3-yl)ethan-1-one